(6-oxo-6-piperazin-1-yl-hexyl)-triphenyl-phosphonium chloride hydrochloride Cl.[Cl-].O=C(CCCCC[P+](C1=CC=CC=C1)(C1=CC=CC=C1)C1=CC=CC=C1)N1CCNCC1